FC=1C=CC(=C(C1)C(N1C(C2=CC(=CC=C2C1)C1=CC=C(C=C1)C1CCN(CC1)C)=O)C=1NC=C(N1)C)O 2-[(5-fluoro-2-hydroxy-phenyl)-(4-methyl-1H-imidazol-2-yl)methyl]-6-[4-(1-methyl-4-piperidinyl)phenyl]isoindolin-1-one